ClC1=C(C=2N=C(N=C(C2C=N1)N1C[C@H]2CC[C@@H](C1)N2C(=O)OC(C)(C)C)OC[C@]21CCCN1C[C@@H](C2)F)F tert-butyl (1R,5S)-3-(7-chloro-8-fluoro-2-(((2R,7aS)-2-fluorotetrahydro-1H-pyrrolizin-7a(5H)-yl) methoxy) pyrido[4,3-d]pyrimidin-4-yl)-3,8-diazabicyclo[3.2.1]octane-8-carboxylate